3,3-dimethyltetrahydro-2H-pyran CC1(COCCC1)C